(4-bromophenyl)-4-methyl-morpholine BrC1=CC=C(C=C1)C1N(CCOC1)C